2-isocyanato-5-(trifluoromethyl)thiophene N(=C=O)C=1SC(=CC1)C(F)(F)F